CO[C@@H]1O[C@H](CC1)OC trans-2,5-dimethoxytetrahydrofuran